Sulfonylazetidine-1-carboxylic acid allyl ester C(C=C)OC(=O)N1C(CC1)=S(=O)=O